CC1(CC1)C1=CC(=NN1)N 5-(1-methylcyclopropyl)-1H-pyrazol-3-amine